tripropyl-phosphonic acid C(CC)OP(OCCC)(=O)CCC